FC(OC1=CC=C(C=C1)[C@H](C)N(C(=O)C=1NN=C2C1CN([C@@H](C2)C)C(=O)OC(C)(C)C)C[C@H](CO)O)F (R)-tert-Butyl 3-(((S)-1-(4-(difluoromethoxy)phenyl)ethyl)((R)-2,3-dihydroxypropyl)carbamoyl)-6-methyl-6,7-dihydro-2H-pyrazolo[4,3-c]pyridine-5(4H)-carboxylate